C(C1=CC=CC=C1)(=O)OC[C@@]1(CN(C[C@@H](O1)N1C(NC(C(=C1)C)=O)=O)C1CCCCC1)COC(C1=CC=CC=C1)(C1=CC=C(C=C1)OC)C1=CC=C(C=C1)OC [(2R,6R)-2-[[bis(4-methoxyphenyl)-phenyl-methoxy]methyl]-4-cyclohexyl-6-(5-methyl-2,4-dioxo-pyrimidin-1-yl)morpholin-2-yl]methyl benzoate